NC[C@H](CC(=O)O)C[C@@H](CCC1=CC=C(C=C1)Cl)C (3s,5r)-3-aminomethyl-7-(4-chloro-phenyl)-5-methyl-heptanoic acid